FC(C1=NN=C(O1)C1=CC=C(CN(S(=O)(=O)CCN2CCCCC2)C2=CC=CC=C2)C=C1)F N-(4-(5-(difluoromethyl)-1,3,4-oxadiazol-2-yl)benzyl)-N-phenyl-2-(piperidin-1-yl)ethane-1-sulfonamide